S1C(=CC=C1)[C@@H](CC(=O)OC)C (R)-methyl 3-(2-thiophenyl)-butyrate